3-cyclopropyl-2-(4-methylpyrimidin-5-yl)-3H-imidazo[4,5-b]pyridine-5-carbonitrile C1(CC1)N1C(=NC=2C1=NC(=CC2)C#N)C=2C(=NC=NC2)C